BrC=1C(N(C(=CC1OCC1=C(C=C(C=C1)F)F)C)C=1C=C(C(=O)NC)C=CC1)=O 3-[3-bromo-4-[(2,4-difluorobenzyl)oxy]-6-methyl-2-oxopyridin-1(2H)-yl]-N-methylbenzamide